C[C@@H]1[C@H](C=CCC1(C)C)C |r| methyl-(1RS,2SR)-2,6,6-trimethyl-3-cyclohexene